C1(OCC2C1CNC2)C2NCC1C2CCC1 hexahydrofuro[3,4-c]pyrrolyl-octahydrocyclopenta[c]pyrrole